N1(CCOCC1)C(C(=O)O)C1CCNCC1 morpholinyl-4-piperidinylacetic acid